tert-butyl (2S)-2-[3-[[2-(2,6-dioxo-3-piperidyl)-1,3-dioxo-isoindolin-4-yl]amino]propoxymethyl]morpholine-4-carboxylate O=C1NC(CCC1N1C(C2=CC=CC(=C2C1=O)NCCCOC[C@@H]1CN(CCO1)C(=O)OC(C)(C)C)=O)=O